(R)-N-(1-(2,4-dichlorophenyl)ethyl)-5-fluoro-2-(piperazin-1-yl)pyrimidin-4-amine hydrochloride Cl.ClC1=C(C=CC(=C1)Cl)[C@@H](C)NC1=NC(=NC=C1F)N1CCNCC1